N'-1-aziridinyl-urea N1(CC1)NC(N)=O